C(C)(C)(C)N(C(O)=O)CCC1=CC(=CC=C1)O.C(C)(C)(C)[Si](O[C@@H]([C@H](CC=O)OC1CCCC1)C1=CC(=C(C=C1)C)OC)(C)C (3S,4R)-4-[tert-butyl-(dimethyl)silyl]oxy-3-(cyclopentyloxy)-4-(3-methoxy-4-methyl-phenyl)butanal tert-butyl-(3-hydroxyphenethyl)carbamate